NC1=NC=C(C2=C1C(=C(N2C)C2=CC=C(C=C2)NC(=O)C(=C)F)C2=CC(=C(C(=O)NCC(F)(F)F)C=C2)OC)C#CCOC2CCN(CC2)C 4-(4-amino-2-{4-[(2-fluoroacrylamino)]phenyl}-1-methyl-7-{3-[(1-methylpiperidin-4-yl)oxy]prop-1-ynyl}pyrrolo[3,2-c]pyridin-3-yl)-2-methoxy-N-(2,2,2-trifluoroethyl)benzamide